5-Amino-1-Pentanol Hydrochloride Cl.NCCCCCO